[Zn].[Ni].FC(C)(C)C=1C(=NC=CC1)C(=O)NC1=CC2=CN(N=C2C=C1OC)C1COC(CC1)CO (1-fluoro-1-methyl-ethyl)-N-[(2S)-2-[6-(hydroxymethyl)tetrahydropyran-3-yl]-6-methoxy-indazol-5-yl]pyridine-2-carboxamide Nickel-Zinc